Cl.Cl.Cl.Cl.NCCCNCCCCNCCCN SPERMINE TETRAHYDROCHLORIDE